FC=1C(=C(C=C2CCC(CC12)CNC(OC(C)(C)C)=O)O)N1S(NC(C1)=O)(=O)=O tert-butyl {[8-fluoro-6-hydroxy-7-(1,1,4-trioxo-1λ6,2,5-thiadiazolidin-2-yl)-1,2,3,4-tetrahydronaphthalen-2-yl]methyl}carbamate